CC(=CCC/C(=C/CC/C(=C/CC/C(=C\\CC/C(=C\\CC/C(=C\\CC/C(=C\\CC/C(=C\\CC/C(=C\\CC/C(=C\\CC/C(=C\\COP(=O)(O)O[C@H]1[C@@H]([C@H]([C@H](CO1)NC=O)O)O)/C)/C)/C)/C)/C)/C)/C)/C)/C)/C)C The molecule is a polyprenyl glycosyl phosphate consisting of 4-deoxy-4-formamido-alpha-L-arabinopyranose attached at the 1-position to di-trans,poly-cis-undecaprenyl phosphate. It derives from a 4-amino-4-deoxy-alpha-L-arabinopyranose. It is a conjugate acid of a 4-deoxy-4-formamido-alpha-L-arabinopyranosyl ditrans,polycis-undecaprenyl phosphate(1-).